S=C1NC(C2=C(N1CC1=C(C=NC=C1)[C@@H]1NCC[C@@H](C1)C(F)(F)F)C=CN2)=O 2-Thioxo-1-((3-((cis)-4-(trifluoromethyl)piperidin-2-yl)pyridin-4-yl)methyl)-1,2,3,5-tetrahydro-4H-pyrrolo[3,2-d]pyrimidin-4-one